CC=1SC(=C(N1)C)CN1C[C@H]([C@@H](CC1)C(=O)N1CCC(CC1)(O)CN1C=NC2=C(C1=O)C=CN2C2=CC=CC=C2)C2=CC=CC=C2 3-{[1-({(3R,4R)-1-[(2,4-dimethyl-1,3-thiazol-5-yl)methyl]-3-phenylpiperidin-4-yl}carbonyl)-4-hydroxypiperidin-4-yl]methyl}-7-phenyl-3,7-dihydro-4H-pyrrolo[2,3-d]pyrimidin-4-one